2-((4-fluoro-2-isopropylphenyl)amino)-N-(6-methoxy-2-methylpyridin-3-yl)-5-(trifluoromethyl)benzamide FC1=CC(=C(C=C1)NC1=C(C(=O)NC=2C(=NC(=CC2)OC)C)C=C(C=C1)C(F)(F)F)C(C)C